ClC[C@H](C[C@H]1C(NCCC1)=O)NC([C@H](CC1=CC=CC=C1)NC([C@H](CC1=CC=CC2=CC=CC=C12)NC(OCC1=CC=CC=C1)=O)=O)=O Benzyl ((S)-1-(((S)-1-(((S)-1-chloro-3-((S)-2-oxopiperidin-3-yl)propan-2-yl)amino)-1-oxo-3-phenylpropan-2-yl)amino)-3-(naphthalen-1-yl)-1-oxopropan-2-yl)carbamate